(1R,4s)-7'-oxo-N-((S)-7-oxo-1-(5-phenyl-1H-imidazol-2-yl)nonyl)-7'H-spiro[cyclohexane-1,5'-furo[3,4-b]pyridine]-4-carboxamide O=C1OC2(C=3C1=NC=CC3)CCC(CC2)C(=O)N[C@H](CCCCCC(CC)=O)C=2NC(=CN2)C2=CC=CC=C2